ClC=1C=C(CN2C=NC(=C2)C(=O)O)C=CC1 1-(3-chlorobenzyl)-1H-imidazole-4-carboxylic acid